ClC=1C=C(C=O)C=CC1OC1=NC=CC=C1C 3-chloro-4-((3-methylpyridine-2-yl)oxy)benzaldehyde